ClC1=C(C=CC(=C1)Cl)C=1CCCC2=C(C1C1=CC=C(C=C1)O[C@@H]1CN(CC1)CCCF)C=CC(=C2)NS(=O)(=O)C(F)(F)F (S)-N-(8-(2,4-dichlorophenyl)-9-(4-((1-(3-fluoropropyl)pyrrolidin-3-yl)oxy)phenyl)-6,7-dihydro-5H-benzo[7]annulen-3-yl)-1,1,1-trifluoro-methanesulfonamide